C(C)(C)(C)C1=C(C=CC(=C1)C(C)(C)C)[P] (2,4-di-tert-butylphenyl)phosphorus